barium oxide lead [Pb+2].[O-2].[Ba+2].[O-2]